BrC=1C(N(C2=C(C(=NC=C2C1)NC1CCN(CC1)S(=O)(=O)C)C#N)[C@H]1[C@](CCC1)(C)O)=O 3-bromo-1-((1R,2R)-2-hydroxy-2-methyl-cyclopentyl)-7-((1-(methylsulfonyl)piperidin-4-yl)amino)-2-oxo-1,2-dihydro-1,6-naphthyridine-8-carbonitrile